CN1CCC2=C(CC1)C=C(C(=C2)[N+](=O)[O-])NC(C)=O N-(3-Methyl-8-nitro-2,3,4,5-tetrahydro-1H-benzo[d]azepin-7-yl)acetamide